C(#C)[C@]1(C=C[C@@H](O1)N1C(NC(C(=C1)SC(F)(F)F)=O)=O)CO 1-((2R,5R)-5-ethynyl-5-(hydroxymethyl)-2,5-dihydrofuran-2-yl)-5-((trifluoromethyl)thio)pyrimidine-2,4(1H,3H)-dione